FC1=CC=C(C=C1)C=1N=CN(C1C1=CC(=NC=C1)NC(C(C)C)=O)CC(=O)N1CCOCC1 N-{4-[4-(4-fluorophenyl)-1-[2-(morpholin-4-yl)-2-oxoethyl]-1H-imidazol-5-yl]pyridin-2-yl}-2-methylpropanamide